C1(CCC(N1N(CCCCCC(=O)[O-])C1=C(C=C(C=C1)N=[N+]=[N-])[N+](=O)[O-])=O)=O N-succinimidyl-6-(4'-azido-2'-nitrophenylamino)hexanoate